C(C)(C)(C)C1=NN=C(O1)C(=O)N1[C@H](C2=C(CC1)NC=N2)C2=NN1C(C=CC=C1C)=C2 (R)-(5-(tert-butyl)-1,3,4-oxadiazol-2-yl)(4-(7-methylpyrazolo[1,5-a]pyridin-2-yl)-6,7-dihydro-1H-imidazo[4,5-c]pyridin-5(4H)-yl)methanone